tert-Butyl N-methyl-N-[3-(methylamino)propyl]carbamate CN(C(OC(C)(C)C)=O)CCCNC